(3S,4S)-N,4-dimethylpyrrolidin-3-amine CN[C@@H]1CNC[C@@H]1C